C(CCC)C12CCC(C=C1)C2 (butyl)1-cis-5-norbornene